methyl 1-[(2-2H)propan-2-yl]pyrrolo[2,3-b]pyridine-5-carboxylate CC(C)([2H])N1C=CC=2C1=NC=C(C2)C(=O)OC